2-((2-(1,3-dioxolan-2-yl)-3,4-difluorophenyl)amino)-5-fluoro-4-(trifluoromethyl)-benzoic acid methyl ester COC(C1=C(C=C(C(=C1)F)C(F)(F)F)NC1=C(C(=C(C=C1)F)F)C1OCCO1)=O